IC1=CC=C(N=N1)N(C1C[C@H]2CC[C@@H](C1)N2C(=O)OC(C)(C)C)C tert-butyl (1R,3S,5S)-3-[(6-iodopyridazin-3-yl) (methyl) amino]-8-azabicyclo[3.2.1]Octane-8-carboxylate